[B-](F)(F)(F)F.CC1=[NH+]C(=CC=C1)C 2,6-lutidinium tetrafluoroborate